BrC=1C(=C(C=CC1OC)\C=C(\C(=O)O)/S)F (Z)-3-(3-bromo-2-fluoro-4-methoxy-phenyl)-2-sulfanyl-prop-2-enoic acid